6'-Chloro-1'-(2-(1,1-difluoroethyl)-6-(methoxymethyl)pyrimidin-4-yl)-1',2'-dihydrospiro[cyclopropane-1,3'-pyrrolo[3,2-c]pyridine] ClC1=CC2=C(C=N1)C1(CN2C2=NC(=NC(=C2)COC)C(C)(F)F)CC1